ClC(C(C(F)F)(F)F)Cl 1,1-dichloro-2,2,3,3-tetrafluoropropane